CN(C(CC)N(CCCO)C)C N,N,N'-trimethyl-N'-hydroxypropyl-propanediamine